NC1=C(C(=NN1C(C)C)C1=CC=C(C=C1)CC(NC1=NOC(=C1)C1CC12CCC2)=O)C(=O)N 5-Amino-1-isopropyl-3-[4-[2-oxo-2-[(5-spiro[2.3]hexan-2-ylisoxazol-3-yl)amino]ethyl]phenyl]pyrazole-4-carboxamide